ClC=CC=C chloro-butadiene